N-isopropyl-4-methyl-5-(2-((5-morpholinopyridin-2-yl)amino)pyrimidin-4-yl)thiazol-2-amine C(C)(C)NC=1SC(=C(N1)C)C1=NC(=NC=C1)NC1=NC=C(C=C1)N1CCOCC1